2-(2-Bromo-4-((4-(4-(trifluoromethyl)benzyl)piperazin-1-yl)methyl)phenoxy)-2-methylpropanoic acid BrC1=C(OC(C(=O)O)(C)C)C=CC(=C1)CN1CCN(CC1)CC1=CC=C(C=C1)C(F)(F)F